C(C)(C)(C)OC(=O)NCCC(=O)NC1CC(N(C1)C)NC=1N=C(N(C1)C)C(=O)O 4-(4-{3-[(tert-butoxycarbonyl)amino]propionylamino}-1-methylpyrrolidin-2-ylamino)-1-methylimidazole-2-carboxylic acid